O=C1N(CC2=CC(=CC=C12)CN1CCC(=CC1)C=1C2=C(N=CN1)SC1=C2CCCC1)C1C(NC(CC1)=O)=O 3-(1-oxo-5-((4-(5,6,7,8-tetrahydrobenzo[4,5]thieno[2,3-d]pyrimidin-4-yl)-3,6-dihydropyridin-1(2H)-yl)methyl)isoindolin-2-yl)piperidine-2,6-dione